(R)-6-chloro-3-((1-(2-cyano-3-(4-(ethoxymethyl)piperidin-1-yl)-7-methylquinoxalin-5-yl)ethyl)amino)picolinic acid ClC1=CC=C(C(=N1)C(=O)O)N[C@H](C)C1=C2N=C(C(=NC2=CC(=C1)C)C#N)N1CCC(CC1)COCC